1-androstendione C[C@@]12C(CC[C@H]1[C@@H]1CCC3CC(C=C[C@]3(C)[C@H]1CC2)=O)=O